C(C)(C)(C)OC(=O)N1CCC(CC1)N1C(C(NC=2C=NC(=NC12)Cl)=O)CC 4-(2-chloro-7-ethyl-6-oxo-6,7-dihydro-pteridin-8(5H)-yl)piperidine-1-carboxylic acid tert-butyl ester